CC1=C(C=CC(=C1)N)N p-toluenediamine